C(CCCCC)(=O)OC1[C@H](OC(CCCCC)=O)[C@@H](OC(CCCCC)=O)[C@H](O[C@H]2[C@H](OC(CCCCC)=O)[C@@H](OC(CCCCC)=O)[C@@H](OC(CCCCC)=O)[C@H](O2)COC(CCCCC)=O)[C@H](O1)COC(CCCCC)=O α,β-Lactose Octahexanoate